4-[[(2S,3S,4R,5S)-3-(3,4-difluoro-2-methoxy-phenyl)-4,5-dimethyl-5-(trifluoromethyl)tetrahydrofuran-2-carbonyl]amino]-3-methyl-pyridine-2-carboxamide FC=1C(=C(C=CC1F)[C@H]1[C@H](O[C@@]([C@@H]1C)(C(F)(F)F)C)C(=O)NC1=C(C(=NC=C1)C(=O)N)C)OC